N1(CCNCC1)C(=O)C1=CC=C(C(=O)NC=2SC=C(N2)C2=NC=CC=C2)C=C1 4-(piperazine-1-carbonyl)-N-(4-(pyridin-2-yl)thiazol-2-yl)benzamide